3-Chloro-6-(3-fluoro-4-(trifluoromethyl)phenyl)picolinic acid ClC=1C(=NC(=CC1)C1=CC(=C(C=C1)C(F)(F)F)F)C(=O)O